C1(=CC=CC=C1)N(C1=C2C=CC=CC2=C(C2=CC=CC=C12)OB(O)O)C1=CC=CC=C1 (10-(diphenylamino)anthracen-9-yl)boric acid